(3S)-3-{6-chloroimidazo[1,5-a]pyrazin-3-yl}butan-1-ol ClC=1N=CC=2N(C1)C(=NC2)[C@H](CCO)C